Natrium isononanoat C(CCCCCC(C)C)(=O)[O-].[Na+]